COCCCS(=O)C1=C(C=2C(=NC(=CC2C2=CC=CC=C2)C2=CN=NC=C2)S1)N ((3-methoxypropyl)sulfinyl)-4-phenyl-6-(pyridazin-4-yl)thieno[2,3-b]pyridin-3-amine